cinnamoylaminoundecanoic acid C(C=CC1=CC=CC=C1)(=O)NC(C(=O)O)CCCCCCCCC